2,4-dimethyl-1-propyl-imidazole CC=1N(C=C(N1)C)CCC